N-benzyl-amine C(C1=CC=CC=C1)N